1-(1-(5-chloro-2-ethoxy-4-methyl-3-(1-methyl-1H-pyrazol-4-yl)phenyl)ethyl)-3-methyl-1H-pyrazolo[3,4-d]pyrimidin ClC=1C(=C(C(=C(C1)C(C)N1N=C(C=2C1=NC=NC2)C)OCC)C=2C=NN(C2)C)C